(2R)-N-((R or S)-(3-chloro-4-fluoro-phenyl)(3-(trifluoro-methyl)bicyclo[1.1.1]pentan-1-yl)methyl)-2-methyl-3-oxopiperazine-1-carboxamide ClC=1C=C(C=CC1F)[C@H](NC(=O)N1[C@@H](C(NCC1)=O)C)C12CC(C1)(C2)C(F)(F)F |o1:8|